(S)-N-methyl-4-(2-(3-(1-(4-methyl-4H-1,2,4-triazol-3-ylsulfanyl)ethyl)phenyl)-2H-1,2,3-triazol-4-yl)benzamide 2-(3-(6-methyl-4-oxo-1,4-dihydropyrimidin-2-yl)ureido)ethyl-methacrylate CC1=CC(N=C(N1)NC(NCCOC(C(=C)C)=O)=O)=O.CNC(C1=CC=C(C=C1)C1=NN(N=C1)C1=CC(=CC=C1)[C@H](C)SC1=NN=CN1C)=O